phosphinite cobalt [Co+2].P[O-].P[O-]